(2-oxo-1,2-dihydropyridin-3-yl)boronic acid O=C1NC=CC=C1B(O)O